C1(=CC=C(C=C1)N(C1=CC=CC=2C(C3=C(C=C(C=C3C12)C(C)(C)C)C(C)(C)C)(C)C)C1=CC=2C(C3=CC=CC=C3C2C=C1)(C)C)C1=CC=CC=C1 N-{[1,1'-biphenyl]-4-yl}-6,8-di-tert-butyl-N-(9,9-dimethyl-9H-fluoren-2-yl)-9,9-dimethyl-9H-fluorene-4-amine